(3R,4S)-4-((4-(1H-imidazol-4-yl)-5-(trifluoromethyl)pyrimidin-2-yl)amino)-3-methylpiperidine-1-carboxylic acid tert-butyl ester C(C)(C)(C)OC(=O)N1C[C@H]([C@H](CC1)NC1=NC=C(C(=N1)C=1N=CNC1)C(F)(F)F)C